Z-inden C1C=CC2=CC=CC=C12